3-bromo-1,2-propanediol BrCC(CO)O